2-(4-acetylphenyl)-10-amino-9,11-dichloro-7,7-dimethyl-5,12b-dihydro-1H,7H-chromeno[4,3-c][1,2,4]triazolo[1,2-a]Pyridazine C(C)(=O)C1=CC=C(C=C1)N1CN2N(CC=C3C2C=2C=C(C(=C(C2OC3(C)C)Cl)N)Cl)C1